(R)-2-phenyl-2-((5-(5-(trifluoromethyl)-1,2,4-oxadiazol-3-yl)pyridine-2-yl)amino)ethan-1-ol C1(=CC=CC=C1)[C@H](CO)NC1=NC=C(C=C1)C1=NOC(=N1)C(F)(F)F